N1(N=NC2=C1C=CC=C2)CC(=O)N2C(CC(C2)F)C(=O)NC(C2=CC=C(C=C2)C(C)C)C2=CC=CC=C2 1-[2-(1H-1,2,3-benzotriazol-1-yl)acetyl]-4-fluoro-N-{phenyl[4-(propan-2-yl)phenyl]methyl}pyrrolidine-2-carboxamide